(7,8-dichloro-4-(1H-imidazol-1-yl)quinoline-2-yl)-N-(2-morpholinoethyl)glycine ClC1=CC=C2C(=CC(=NC2=C1Cl)N(CC(=O)O)CCN1CCOCC1)N1C=NC=C1